C1N(CCC2=CC=CC=C12)C[C@H](CN1CCN(C2=C(C1=O)C=CC(=C2)OC2CC(NCC2)C)C)O 4-[(2R)-3-(3,4-dihydro-1H-isoquinolin-2-yl)-2-hydroxy-propyl]-1-methyl-8-[(2-methyl-4-piperidyl)oxy]-2,3-dihydro-1,4-benzodiazepin-5-one